OC(=O)C(F)(F)F.N1=CC(=CC=C1)C#N Pyridine-3-carbonitrile TFA salt